6-Chlorohexyl 2-hexyldecanoate C(CCCCC)C(C(=O)OCCCCCCCl)CCCCCCCC